3,6-dimethyl-5-(trifluoromethyl)picolinic acid CC=1C(=NC(=C(C1)C(F)(F)F)C)C(=O)O